1-[2-(aminomethyl)-3,3-difluoro-allyl]-4-[[3-(1-ethylpyrazol-4-yl)phenyl]methyl]tetrazol-5-one NCC(CN1N=NN(C1=O)CC1=CC(=CC=C1)C=1C=NN(C1)CC)=C(F)F